6-(4-amino-1-isopropyl-1H-pyrazolo[3,4-d]pyrimidin-3-yl)-1H-indole-2-carboxylic acid NC1=C2C(=NC=N1)N(N=C2C2=CC=C1C=C(NC1=C2)C(=O)O)C(C)C